ClC=1C=C(C=CC1)C(CO)N1C(C2=CC(=CC=C2C1)C1=NC(=NC=C1)NC1CCOCC1)=O 2-(1-(3-chlorophenyl)-2-hydroxyethyl)-6-(2-((tetrahydro-2H-pyran-4-yl)amino)pyrimidin-4-yl)isoindolin-1-one